7-bromo-2-chloro-4-hydrazinylthieno[3,2-d]pyrimidine BrC1=CSC2=C1N=C(N=C2NN)Cl